1-((2S,3R,4R)-2-cyclopropyl-6-fluoro-4-((2-hydroxypyrimidin-4-yl)amino)-3-methyl-3,4-dihydroquinolin-1(2H)-yl)ethanone C1(CC1)[C@@H]1N(C2=CC=C(C=C2[C@@H]([C@H]1C)NC1=NC(=NC=C1)O)F)C(C)=O